5-amino-1-isopropyl-N3-(5-(2-(4-(trifluoromethyl)phenyl)acetamido)pyridin-3-yl)-1H-pyrazole-3,4-dicarboxamide NC1=C(C(=NN1C(C)C)C(=O)NC=1C=NC=C(C1)NC(CC1=CC=C(C=C1)C(F)(F)F)=O)C(=O)N